Cl.C(C)(C)(C)NC1=NC=C(C=C1)C(=O)N1C[C@H](CC1)NC N-tert-butyl-5-[(3S)-3-(methylamino)pyrrolidine-1-carbonyl]Pyridine-2-amine hydrochloride